(E)-4-bromo-2-(5-bromo-2-fluorostyryl)phenol BrC1=CC(=C(C=C1)O)\C=C\C1=C(C=CC(=C1)Br)F